4-(6-((5-(8-cyanoquinolin-5-yl)-3-methyl-5,6-dihydropyrrolo[3,4-c]pyrazol-1(4H)-yl)methyl)pyridin-3-yl)piperazine-1-carboxylic acid tert-butyl ester C(C)(C)(C)OC(=O)N1CCN(CC1)C=1C=NC(=CC1)CN1N=C(C2=C1CN(C2)C2=C1C=CC=NC1=C(C=C2)C#N)C